1-oxo-2,5,6,7-tetrahydro-1H-cyclopenta[C]pyridine-4-carboxylic acid methyl ester COC(=O)C=1C2=C(C(NC1)=O)CCC2